2,6-bis(hydroxymethyl)benzene-1,4-diol OCC1=C(C(=CC(=C1)O)CO)O